N-(2-fluoro-3-{6-oxo-4-[5-(trifluoromethyl)pyridin-2-yl]-1,6-dihydropyrimidin-2-yl}-4-(Trifluoromethyl)benzyl)-1-(imidazo[1,2-b]pyridazin-6-yl)piperidine-4-carboxamide FC1=C(CNC(=O)C2CCN(CC2)C=2C=CC=3N(N2)C=CN3)C=CC(=C1C=1NC(C=C(N1)C1=NC=C(C=C1)C(F)(F)F)=O)C(F)(F)F